N1C(=NC2=C1C=CC=C2)C(C)=O 1-(1H-benzo[d]imidazol-2-yl)ethanone